Cl.Cl.CC1=NN2C(C=C(C=C2)C=2C=CC(=C(C2)O)C2=CN=C(N=N2)N2C[C@@H](NCC2)C(C)C)=N1 5-(2-methyl-[1,2,4]triazolo[1,5-a]pyridin-7-yl)-2-{3-[(3S)-3-(propan-2-yl)piperazin-1-yl]-1,2,4-triazin-6-yl}phenol dihydrochloride